6-(4-Nitrophenyl)-3-(2-(pyridine-3-yl)ethyl)-7H-[1,2,4]triazolo[3,4-b][1,3,4]thiadiazine [N+](=O)([O-])C1=CC=C(C=C1)C1=NN2C(SC1)=NN=C2CCC=2C=NC=CC2